FC(OC1=CC=CC=2C(N[C@H]3C=4N([C@@H](C21)C3)C3=C(N4)C=CC(=C3)C=3C=NN(C3)C3CN(C3)S(=O)(=O)C)=O)F (7R,14R)-1-(difluoromethoxy)-11-{1-[1-(methylsulfonyl)azetidin-3-yl]-1H-pyrazol-4-yl}-6,7-dihydro-7,14-methanobenzimidazo[1,2-b][2,5]benzodiazocin-5(14H)-one